benzyl 1-[4-(2,6-dioxo-3-piperidyl)-2,3-dihydro-1,4-benzoxazin-8-yl]-4-hydroxy-piperidine-4-carboxylate O=C1NC(CCC1N1CCOC2=C1C=CC=C2N2CCC(CC2)(C(=O)OCC2=CC=CC=C2)O)=O